N1C=CC2=CC=C(C=C12)S(=O)(=O)N1CCC(CC1)N(C1=CC=C(C=C1)O)C 4-((1-((1H-indol-6-yl)sulfonyl)piperidin-4-yl)(methyl)amino)phenol